NC=1C=CC=2N(C3=CC=C(C=C3C2C1)N)CC 3,6-diamino-9-ethylcarbazole